FC1=CC2=C(N(C([C@H](CS2)NC(OC(C)(C)C)=O)=O)CC2=CC=C(C=C2)OCC2CCOCC2)C=C1C(NO)=N tert-butyl N-[(3R)-8-fluoro-7-(N-hydroxycarbamimidoyl)-4-oxo-5-[[4-(tetrahydropyran-4-ylmethoxy)phenyl]methyl]-2,3-dihydro-1,5-benzothiazepin-3-yl]carbamate